C(C=C)N(C(CN1N=C(C=C1Br)Br)=O)C(C)C N-allyl-2-(3,5-dibromopyrazol-1-yl)-N-isopropyl-acetamide